2-(7-bromo-5-ethylbenzo[b]thiophen-2-yl)-4-methylthiazole-5-carboxylic acid ethyl ester C(C)OC(=O)C1=C(N=C(S1)C1=CC2=C(S1)C(=CC(=C2)CC)Br)C